CC(C)(C)OC(=O)NCCCC[C@@H](C(=O)O)N N-ε-(t-Butoxycarbonyl)-L-lysine